ClCC1=CC=C(C=C1)N1C(=NC=2C1=NC(=CC2)C=2C=NC(=CC2)OC([2H])([2H])[2H])C=2C(=NC=CN2)N 3-(3-(4-(Chloromethyl)phenyl)-5-(6-(methoxy-d3)pyridin-3-yl)-3H-imidazo[4,5-b]pyridin-2-yl)pyrazin-2-amine